2-(3-bromopropoxy)tetrahydropyran BrCCCOC1OCCCC1